FC(CCCNC(=O)N)(F)F 1-(4,4,4-trifluorobutyl)-urea